tert-Butyl (R)-2-(6-bromo-1-oxo-3,4-dihydropyrrolo[1,2-c]pyrimidin-2(1H)-yl)propanoate BrC=1C=C2N(C(N(CC2)[C@@H](C(=O)OC(C)(C)C)C)=O)C1